(2S)-2-(hydroxymethyl)-5,5-dimethylmorpholine-4-carboxylic acid tert-butyl ester C(C)(C)(C)OC(=O)N1C[C@H](OCC1(C)C)CO